(R)-2-fluoro-N-(8-methylisoquinolin-1-yl)-N-(piperidin-3-yl)-4-(pyrazin-2-yl)benzamide FC1=C(C(=O)N([C@H]2CNCCC2)C2=NC=CC3=CC=CC(=C23)C)C=CC(=C1)C1=NC=CN=C1